ClC1=CC=C(CC=2C(N(OC2)C2=CC=C(C=C2)C2=CC=NC=C2)=O)C=C1 4-(4-chlorobenzyl)-2-(4-(pyridin-4-yl)phenyl)-1,2-oxazol-3-one